4,6-dichloro-N-(1,1-dimethylsilolan-3-yl)-1H-indole-2-carboxamide ClC1=C2C=C(NC2=CC(=C1)Cl)C(=O)NC1C[Si](CC1)(C)C